γ-isocyanatopropyl-methyl-diethoxysilane Methyl-4-(4-amino-3-cyano-pyrazol-1-yl)cyclohexanecarboxylate COC(=O)C1CCC(CC1)N1N=C(C(=C1)N)C#N.N(=C=O)CCC[Si](OCC)(OCC)C